butyl-rel-(6R,7R)-2-oxo-7-({[(CIS)-4-phenylcyclohexyl]oxy}methyl)-3-oxa-1,8-diazaspiro[5.5]undecane-8-carboxylate C(CCC)OC(=O)N1[C@H]([C@]2(CCOC(N2)=O)CCC1)CO[C@@H]1CC[C@@H](CC1)C1=CC=CC=C1 |o1:8,9|